(S)-1-(4-(4-(4-(5-((S)-1-amino-1-(4-fluorophenyl)ethyl)pyrimidin-2-yl)piperazin-1-yl)-7H-pyrrolo[2,3-d]pyrimidin-6-yl)-1H-pyrazol-1-yl)propan-2-ol hydrochloride Cl.N[C@@](C)(C1=CC=C(C=C1)F)C=1C=NC(=NC1)N1CCN(CC1)C=1C2=C(N=CN1)NC(=C2)C=2C=NN(C2)C[C@H](C)O